C(C)NC1=NC(NC=N1)=S ethylamino-1,3,5-triazine-2-thione